NC=1C=2N(C=CN1)C(=CN2)CC2=CC(=NC=C2N2C[C@@H](CCC2)N)C=2C=C1C(=NC2)NC(C1)=O (R)-5-(4-((8-aminoimidazo[1,2-a]pyrazin-3-yl)methyl)-5-(3-aminopiperidin-1-yl)pyridin-2-yl)-1,3-dihydro-2H-pyrrolo[2,3-b]pyridin-2-one